(R)-N-(2-cyclopropyl-3-(2,4-difluorophenyl)-2-methylpropyl)-3-hydroxyisoxazole-5-carboxamide C1(CC1)[C@](CNC(=O)C1=CC(=NO1)O)(CC1=C(C=C(C=C1)F)F)C